Fmoc-3-chloro-L-tyrosine C(=O)(OCC1C2=CC=CC=C2C2=CC=CC=C12)N[C@@H](CC1=CC(=C(C=C1)O)Cl)C(=O)O